5-(3-cyclopropylphenoxy)-4-[(5RS)-5-(2,4-dimethylbenzyl)-5,6-dihydro-4H-1,2,4-oxadiazin-3-yl]-2-methylpyridazin-3(2H)-one C1(CC1)C=1C=C(OC2=C(C(N(N=C2)C)=O)C2=NOC[C@H](N2)CC2=C(C=C(C=C2)C)C)C=CC1 |r|